ClCC(=O)N(C(C)C)C1=CC=C(C=C1)Cl 2-Chloro-N-(4-chlorophenyl)-N-isopropylacetamide